CN[C@@H]1CN(CC1)C (3S)-N,1-dimethylpyrrolidin-3-amine